C(C)(C)(C)OC(=O)C1CCN(CC1)C(=O)C1=CC(=NC2=CC=CC=C12)Cl (2-chloroquinoline-4-carbonyl)piperidine-4-carboxylic acid tert-butyl ester